5-chloro-2-(difluoromethyl)-N-((1r,4r)-4-((3-(6-(2-morpholinoethoxy)pyridin-3-yl)-2-oxo-2,3-dihydro-1H-benzo[d]imidazol-1-yl)methyl)cyclohexyl)nicotinamide ClC=1C=NC(=C(C(=O)NC2CCC(CC2)CN2C(N(C3=C2C=CC=C3)C=3C=NC(=CC3)OCCN3CCOCC3)=O)C1)C(F)F